NC(CS)CCS 2-Aminobutane-1,4-dithiol